O=C1NC2=C(OC3=C1C=CC=C3)C=C(C(=C2)C(=O)O)C(F)(F)F 11-oxo-7-(trifluoromethyl)-10,11-dihydrodibenzo[b,f][1,4]oxazepine-8-carboxylic acid